BrCCCCCCC(C(=O)OC(CCCCCCCC)CCCCCCCC)(C)C octylnonyl 8-bromo-2,2-dimethyl-octanoate